C(C1=CC=CC=C1)OC(=O)N[C@H](C(=O)OCOC(=O)OC1=CC=C(C=C1)[N+](=O)[O-])C(C)C (4-nitrophenoxy)carbonyloxymethyl (2S)-2-(benzyloxycarbonylamino)-3-methylbutanoate